C12(OCC3=CC=C(C=C13)C(=O)[O-])C1=C([SiH2]C3=C2C=CC=C3)C=CC=C1 3'H,5H-spiro[dibenzo[b,e]siline-10,1'-isobenzofuran]-6'-carboxylate